1-{[1-({3,4-difluoro-2-[(2-fluoro-4-iodophenyl)amino]Phenyl}carbonyl)-3-hydroxyazetidin-3-yl]Methyl}piperidin-4-ol Pyrrolidonecarboxylate N1(C(CCC1)=O)C(=O)OC1CCN(CC1)CC1(CN(C1)C(=O)C1=C(C(=C(C=C1)F)F)NC1=C(C=C(C=C1)I)F)O